(2R,5S)-4-(7-(4-chloropyridin-2-yl)-5-(2-fluorophenyl)-7H-pyrrolo[2,3-d]pyrimidin-4-yl)-2,5-dimethylpiperazine-1-carboxylic acid tert-butyl ester C(C)(C)(C)OC(=O)N1[C@@H](CN([C@H](C1)C)C=1C2=C(N=CN1)N(C=C2C2=C(C=CC=C2)F)C2=NC=CC(=C2)Cl)C